2-phenyl-N-[(Z)-(2,2,2-trifluoro-1-methyl-ethylidene)amino]acetamide C1(=CC=CC=C1)CC(=O)N\N=C(/C(F)(F)F)\C